3-methyl-2-(2-oxo-1,3-diazacyclohex-1-yl)butanamide CC(C(C(=O)N)N1C(NCCC1)=O)C